4-(((tert-butyldimethylsilyl)oxy)methyl)-6-(3,5-dichlorophenyl)-3-methylpyridin-2-ol [Si](C)(C)(C(C)(C)C)OCC1=C(C(=NC(=C1)C1=CC(=CC(=C1)Cl)Cl)O)C